COC1=CC=C(C=C1)[C@H](C)NC(CN1N=C(C2=C(C1=O)N(N=C2)C2=CC=CC=C2)C)=O (S)-N-(1-(4-methoxyphenyl)ethyl)-2-(4-methyl-7-oxo-1-phenyl-1,7-dihydro-6H-pyrazolo[3,4-d]pyridazin-6-yl)acetamide